3-azabicyclo[3.1.0]hexan-3-yl[2-(4-chlorobenzyl)-8-methyl-4,5-dihydro-2H-furo[2,3-g]indazol-7-yl]methanone C12CN(CC2C1)C(=O)C1=C(C2=C(CCC3=CN(N=C23)CC2=CC=C(C=C2)Cl)O1)C